[Br-].COC(CCCCC\C=C/CCC[P+](C)(C)C)OC (4Z)-11,11-dimethoxy-4-undecenyltrimethylphosphonium bromide